NCC[C@H](C(=O)OC)C methyl (R)-4-amino-2-methylbutanoate